methyl 5-cyano-4-[5-[(3,4-difluorophenyl)methylcarbamoyl]-2-thienyl]-2-[(4-fluorophenyl)methoxy]-6-isobutyl-pyridine-3-carboxylate C(#N)C=1C(=C(C(=NC1CC(C)C)OCC1=CC=C(C=C1)F)C(=O)OC)C=1SC(=CC1)C(NCC1=CC(=C(C=C1)F)F)=O